BrC1=CC=C(C(=N1)C(F)(F)F)C1CC1 6-bromo-3-cyclopropyl-2-(trifluoromethyl)pyridine